ClCCS(=O)(=O)C1=C(C=CC=C1C)C ((2-chloroethyl)sulfonyl)-1,3-dimethylbenzene